COC(CC(C)(N1N=NC(=C1)C1=CC=CC=C1)C)=O.C[Si](N([Si](C)(C)C)CCC[Si](OCC)(OCC)C)(C)C N,N-bis(trimethylsilyl)aminopropylmethyldiethoxysilane methyl-3-methyl-3-(4-phenyl-1H-1,2,3-triazol-1-yl)butanoate